4-hydroxy-1-isobutyl-N-(3-methylpyridin-4-yl)-2-oxo-1,2-dihydroquinoline-3-carboxamide OC1=C(C(N(C2=CC=CC=C12)CC(C)C)=O)C(=O)NC1=C(C=NC=C1)C